N'-(4-(3-((2-chlorobenzyl)oxy)oxetan-3-yl)-5-fluoro-2-methylphenyl)-N-ethyl-N-methylformimidamide ClC1=C(COC2(COC2)C2=CC(=C(C=C2F)N=CN(C)CC)C)C=CC=C1